FC=1C(=NC(=NC1)NC=1C=C(C=NC1OC)C(C(=O)N)=C)C1=CN(C2=CC=CC=C12)C 5-((5-fluoro-4-(1-methyl-1H-indol-3-yl)Pyrimidin-2-yl)amino)-6-methoxypyridin-3-yl-acrylamide